FCC1CCNCC1 p-fluoromethylpiperidine